BrC1=CC=C(/C=C/C=2COCC2)C=C1 (E)-3-(4-bromostyryl)-2,5-dihydrofuran